(2-(3-amino-8-azabicyclo[3.2.1]octane-8-carbonyl)-5-(5-fluoro-3-methylbenzo[d]isoxazol-6-yl)oxazol-4-yl)-2-fluorobenzonitrile hydrochloride Cl.NC1CC2CCC(C1)N2C(=O)C=2OC(=C(N2)C=2C(=C(C#N)C=CC2)F)C2=CC1=C(C(=NO1)C)C=C2F